NC1=C2C(=C3C(=N1)C=CS3)N(C(=N2)CCCC)CC2=CC=C(CN[C@H](CO)CC3=CC=CC=C3)C=C2 (S)-2-((4-((4-amino-2-butyl-1H-imidazo[4,5-d]thieno[3,2-b]pyridin-1-yl)methyl)benzyl)amino)-3-phenylpropan-1-ol